FC1=CC2=C(N(C(N=C2N2[C@H](CN(CC2)C(=O)OC(C)(C)C)C)=O)C=2C(=NC=CC2C)C(C)C)N=C1C1=C(C=CC=C1O)F tert-butyl (3S)-4-{6-fluoro-7-(2-fluoro-6-hydroxyphenyl)-1-[4-methyl-2-(propan-2-yl)pyridin-3-yl]-2-oxo-1,2-dihydropyrido[2,3-d]pyrimidin-4-yl}-3-methylpiperazine-1-carboxylate